COC1=C(C(=CC=C1)OC)C1=CC=CC=C1 2',6'-dimethoxyBiphenyl